Pyrrolo[2,3-e]Pyrimidine-6-carboxylic acid tert-butyl ester C(C)(C)(C)OC(=O)C1=CC2=C(C=NC=N2)N1